(E)-N-(4-(4-amino-5-(3-methoxy-4-(6-methylpyridin-2-yloxy)phenyl)-7-methyl-7H-pyrrolo[2,3-d]pyrimidin-6-yl)phenyl)but-2-enamide NC=1C2=C(N=CN1)N(C(=C2C2=CC(=C(C=C2)OC2=NC(=CC=C2)C)OC)C2=CC=C(C=C2)NC(\C=C\C)=O)C